CC1=CC(=NN1)NC1=NC(=NC2=CC(=CC=C12)C=1C=NC=CC1)NC1CC2CCCC(C1)N2CCC#N 3-((3-exo)-3-((4-((5-methyl-1H-pyrazol-3-yl)amino)-7-(pyridin-3-yl)quinazolin-2-yl)amino)-9-azabicyclo[3.3.1]nonan-9-yl)propionitrile